OCC1C(CC(C(C1O)O)O)O 6-(hydroxymethyl)cyclohexane-1,2,3,5-tetraol